1-(4-chlorophenyl)-2,2-difluoroethan-1-ol ClC1=CC=C(C=C1)C(C(F)F)O